diphenyl-(2'-(2-(thiophen-2-yl)vinyl)-[1,1'-biphenyl]-2-yl)phosphine C1(=CC=CC=C1)P(C1=C(C=CC=C1)C1=C(C=CC=C1)C=CC=1SC=CC1)C1=CC=CC=C1